4-[2-[[(3R,5S)-1-Ethyl-5-hydroxy-3-piperidyl]amino]oxazolo[4,5-b]pyridin-5-yl]-3-hydroxy-5-methyl-benzonitrile C(C)N1C[C@@H](C[C@@H](C1)O)NC=1OC=2C(=NC(=CC2)C2=C(C=C(C#N)C=C2C)O)N1